Methyl acryloyl-L-tryptophanate C(C=C)(=O)N[C@@H](CC1=CNC2=CC=CC=C12)C(=O)OC